C(=O)C1=CC=C(CN2CN(C=C2)C2=C(C(=CC(=C2)N2CN(C=C2)CC2=CC=C(C=C2)C=O)N2CN(C=C2)CC2=CC=C(C=C2)C=O)Br)C=C1 1,3,5-tris[3-(4-formylbenzyl)-1h-imidazole-1-yl]bromobenzene